(1-((2-(trimethylsilyl)ethoxy)methyl)-1H-pyrazol-4-yl)cyclopentan-1-one C[Si](CCOCN1N=CC(=C1)C1C(CCC1)=O)(C)C